BrC1=CC(=CC=2N(C(=NC21)C#N)S(=O)(=O)N(C)C)C(F)(F)F 4-bromo-2-cyano-N,N-dimethyl-6-trifluoromethylbenzimidazole-1-sulfonamide